2-Methyl-5-((1-methylazepan-3-yl)oxy)-N-(1-(naphthalen-1-yl)cyclopropyl)benzamide CC1=C(C(=O)NC2(CC2)C2=CC=CC3=CC=CC=C23)C=C(C=C1)OC1CN(CCCC1)C